((((8-hydroxyquinoline-2-yl)methyl)amino)ethyl)-2-methylpropanamide OC=1C=CC=C2C=CC(=NC12)CNCCC(C(=O)N)(C)C